1-(4-phenoxybenzyl)guanidine O(C1=CC=CC=C1)C1=CC=C(CNC(=N)N)C=C1